The molecule is an N-acyl-D-galactosylsphingosine in which the ceramide N-acyl group is specified as behenoyl (docosanoyl). It derives from a docosanoic acid. CCCCCCCCCCCCCCCCCCCCCC(=O)N[C@@H](COC1[C@@H]([C@H]([C@H]([C@H](O1)CO)O)O)O)[C@@H](/C=C/CCCCCCCCCCCCC)O